C(C)(C)(C)OC(=O)C1=CC=C(C=C1)[C@@H]1N[C@H](CC2=C1NC1=CC=CC=C21)C(=O)OC methyl (1S,3R)-1-(4-(tert-butoxycarbonyl) phenyl)-2,3,4,9-tetrahydro-1H-pyrido[3,4-b]indole-3-carboxylate